NCCOCCOCCCO[C@@H]1O[C@@H]([C@@H]([C@@H]([C@H]1NC(C)=O)O)O)CO N-((2R,3R,4R,5R,6R)-2-(3-(2-(2-aminoethoxy)ethoxy)propoxy)-4,5-dihydroxy-6-(hydroxymethyl)tetrahydro-2H-pyran-3-yl)acetamide